(S)-2-(1,3-dimethyl-4-oxo-1,4-dihydro-5H-pyrazolo[3,4-d]pyridazin-5-yl)-N-(1-(p-tolyl)ethyl)acetamide CN1N=C(C2=C1C=NN(C2=O)CC(=O)N[C@@H](C)C2=CC=C(C=C2)C)C